FC1=C(N=C(C=2CNCCC12)O[C@@H]1[C@H]([C@H]([C@@H](C1)N1C=CC2=C1N=CN=C2C)O)O)OC (1S,2S,3S,5R)-3-((4-fluoro-3-methoxy-5,6,7,8-tetrahydro-2,7-naphthyridin-1-yl)oxy)-5-(4-methyl-7H-pyrrolo[2,3-d]pyrimidin-7-yl)cyclopentane-1,2-diol